C(CCC)OCCOCCOC(C(=C)C#N)=O 2-(2-butoxyethoxy)ethyl-2-cyanoacrylate